[C@@H]1([C@H](O)[C@H](O)[C@@H](CO)O1)N1C(=O)CC(=O)C=C1 3-deazauridine